O1CCN(CC1)C1=CC=C(NC=2C(=NC=C(N2)NC2=NC=CC=C2)C(=O)N)C=C1 3-(4-morpholinoanilino)-5-(2-pyridylamino)pyrazine-2-carboxamide